NCCC[Si](OCC)(OCC)OCC r-aminopropyl-triethoxysilane